FC1=CC=C(C=C1)C1=NN(C(C1C=1SC=CC1)(C(=O)NCCCC(CO)(C)C)C)C1=CC=CC=C1 3-(4-fluorophenyl)-N-(5-hydroxy-4,4-dimethylpentyl)-5-methyl-1-phenyl-4-(thiophen-2-yl)-4,5-dihydro-1H-pyrazole-5-carboxamide